1,3-dipalmitoleoyl-glycerol C(CCCCCCC\C=C/CCCCCC)(=O)OCC(O)COC(CCCCCCC\C=C/CCCCCC)=O